N-butyl-2-oxo-1,2-dihydrobenzo[cd]indole-6-sulfonamide C(CCC)NS(=O)(=O)C=1C=2C3=C(C(NC3=CC1)=O)C=CC2